C(C)OCCN(CCC(C(=O)O)NC(C(C)(C1=CC=CC=C1)C)=O)CCCCC1=NC=2NCCCC2C=C1 4-[2-ethoxyethyl-[4-(5,6,7,8-tetrahydro-1,8-naphthyridin-2-yl)butyl]amino]-2-[(2-methyl-2-phenyl-propanoyl)amino]butanoic acid